4-[(3aR,9bR)-9b-(4-fluorobenzenesulfonyl)-7-[(2-methylphenyl)methyl]-1H,2H,3H,3aH,4H,5H,9bH-benzo[e]indole-3-carbonyl]-4-methyl-1λ6-thiane-1,1-dione FC1=CC=C(C=C1)S(=O)(=O)[C@]12CCN([C@@H]2CCC2=C1C=CC(=C2)CC2=C(C=CC=C2)C)C(=O)C2(CCS(CC2)(=O)=O)C